O(C1=CC=CC=C1)OP1(=NP(=NP(=N1)(F)F)(F)F)F phenoxy(4-hydroxy)pentafluorocyclotriphosphazene